(R)-6-Chloro-3-((1-ethylpiperidin-3-yl)amino)pyridazine-4-carbonitrile ClC1=CC(=C(N=N1)N[C@H]1CN(CCC1)CC)C#N